CC(C(O)O)C(C)C 2,3-dimethylbutanediol